SCCC1=CC=C(C=C1)O 4-(2-mercaptoethyl)phenol